1-(4-((3-(4-(difluoromethoxy)-3-fluorophenyl)imidazo[1,2-a]pyrazin-8-yl)amino)phenyl)pyrrolidin-2-one FC(OC1=C(C=C(C=C1)C1=CN=C2N1C=CN=C2NC2=CC=C(C=C2)N2C(CCC2)=O)F)F